8-(quinolin-2-yl)benzofuro[2,3-b]pyridine N1=C(C=CC2=CC=CC=C12)C1=CC=CC2=C1OC1=NC=CC=C12